ethylphenol-d10 C(C)OC1(C(C(C(C(C1[2H])([2H])[2H])([2H])[2H])([2H])[2H])([2H])[2H])[2H]